5-(4-fluoro-phenoxy)-4-methoxy-pyridine-2-carboxylic acid FC1=CC=C(OC=2C(=CC(=NC2)C(=O)O)OC)C=C1